5-[(4-{[(3R)-4-[(2,4-dimethoxyphenyl)methyl]-3-(fluoromethyl)piperazin-1-yl]methyl}-2-methoxyphenyl)methyl]-N4-pentyl-5H-pyrrolo[3,2-d]pyrimidine-2,4-diamine COC1=C(C=CC(=C1)OC)CN1[C@H](CN(CC1)CC1=CC(=C(C=C1)CN1C=CC=2N=C(N=C(C21)NCCCCC)N)OC)CF